C(=O)[O-].[U+2](=O)=O.C(=O)[O-] uranyl formate